C(C)OC(C(C(=O)OCC)=CC1=CC(=C(C(=C1)C(C)(C)C)O)C(C)(C)C)=O 2-(3,5-Di-Tert-Butyl-4-Hydroxy-Benzylidene)-Malonic Acid Diethyl Ester